C(C)(C)C1=NNC2=C1N=C(NC2=O)CC2=C(OCC(=O)O)C=CC=C2 [2-(3-isopropyl-7-oxo-6,7-dihydro-1H-pyrazolo[4,3-d]pyrimidin-5-ylmethyl)-phenoxy]-acetic acid